BrC=1C(=C2C(=NC1)N(C(C2)=O)COCC[Si](C)(C)C)OC 5-Bromo-4-methoxy-1-((2-(trimethylsilyl)ethoxy)methyl)-1,3-dihydro-2H-pyrrolo[2,3-b]pyridin-2-one